ClC=1C=C2C(=CC(=NC2=CC1)C(F)(F)F)N[C@@H]1C[C@@H](CCC1)NC(C1=CC(=NC=C1)P(=O)(C)C)=O N-((1R,3S)-3-((6-chloro-2-(trifluoromethyl)quinolin-4-yl)amino)cyclohexyl)-2-(dimethylphosphoryl)isonicotinamide